1-((1-benzyl-1H-tetrazol-5-yl)(4-methoxyphenyl)methyl)-4-cyclohexylpiperazine C(C1=CC=CC=C1)N1N=NN=C1C(N1CCN(CC1)C1CCCCC1)C1=CC=C(C=C1)OC